N-(4-Chlorobenzyl)-6-((1-(N-(1,3-dihydroxy-2-methylpropan-2-yl)sulfamoyl)cyclopropyl)methyl)-1-methyl-7-oxo-4,5,6,7-tetrahydro-1H-pyrazolo[3,4-c]pyridine-3-carboxamide ClC1=CC=C(CNC(=O)C2=NN(C=3C(N(CCC32)CC3(CC3)S(NC(CO)(CO)C)(=O)=O)=O)C)C=C1